Trifluoromethoxycarbonylcyanide FC(OC(=O)C#N)(F)F